(1S,2S)-1-(2-cyano-4-(dimethylcarbamoyl)phenyl)-1-(1-methyl-1H-pyrazol-4-yl)propan C(#N)C1=C(C=CC(=C1)C(N(C)C)=O)[C@H](CC)C=1C=NN(C1)C